NC1=C(C(=NN1[C@@H]1CN([C@H](C1)COC)C(C=C)=O)C#CC1=C2C=NN(C2=C(C=C1Cl)C1CC1)C)C(=O)N 5-amino-3-[2-(5-chloro-7-cyclopropyl-1-methylindazol-4-yl)ethynyl]-1-[(3S,5R)-5-(methoxymethyl)-1-(prop-2-enoyl)pyrrolidin-3-yl]pyrazole-4-carboxamide